C(C)(C)(C)OC(=O)N1CCC(CC1)C(N(C)C)=O 4-(dimethylcarbamoyl)piperidine-1-carboxylic acid tert-butyl ester